C(CCC)(=O)C1=CC(=C(C=N1)C=1C=2N(C3=CC(=NC=C3C1)Cl)C(=CN2)C#N)C 4-(6-butyryl-4-methylpyridin-3-yl)-8-chloroimidazo[1,2-a][1,6]naphthyridine-1-carbonitrile